C1=CCC12CCC2 Spiro[3.3]hept-1-en